undec-7-en-8-ylium acetate C(C)(=O)[O-].CCCCCCC=[C+]CCC